N1C(=NC2=C1C=CC=C2)C(N2C(C1=C(CC2)C=C(S1)C1=CC=C(C=C1)C1CCN(CC1)C)=O)C1=C(C=CC(=C1)F)O 6-[1H-benzimidazol-2-yl-(5-fluoro-2-hydroxy-phenyl)methyl]-2-[4-(1-methyl-4-piperidyl)phenyl]-4,5-dihydrothieno[2,3-c]pyridin-7-one